2-Methoxy-6-(2,2,2-trifluoroethoxy)benzenesulfonamide COC1=C(C(=CC=C1)OCC(F)(F)F)S(=O)(=O)N